3-Tert-butyl-1-methoxy-6,6,9-trimethyl-6a,7,10,10a-tetrahydrobenzo[c]chromene C(C)(C)(C)C1=CC(=C2C3C(C(OC2=C1)(C)C)CC=C(C3)C)OC